indol-6-amide N1C=CC2=CC=C(C=C12)C(=O)N